N-(3-chloro-4-methoxyphenyl)-5-methyl-1-(2-quinolinyl)-1H-pyrazole-4-carboxamide ClC=1C=C(C=CC1OC)NC(=O)C=1C=NN(C1C)C1=NC2=CC=CC=C2C=C1